ClC=1C(=C2C=NNC2=C(C1F)NC(C)C)C=1N=CC=2N(C1)C=C(N2)N 6-(5-chloro-6-fluoro-7-(isopropylamino)-1H-indazol-4-yl)imidazo[1,2-a]pyrazin-2-amine